N-(2-(3-(Dimethylamino)propoxy)-5-(3'-methyl-2'-oxo-2',3'-dihydrospiro[cyclopropane-1,1'-pyrrolo[2,3-c]quinolin]-8'-yl)pyridin-3-yl)-2-methoxyethane-1-sulfonamide CN(CCCOC1=NC=C(C=C1NS(=O)(=O)CCOC)C1=CC=2C3=C(C=NC2C=C1)N(C(C31CC1)=O)C)C